tert-butyl (2S,4R)-4-hydroxy-2-[[(1S)-1-[4-(4-methyl-1,3-thiazol-5-yl)phenyl]ethyl] carbamoyl]pyrrolidine-1-carboxylate O[C@@H]1C[C@H](N(C1)C(=O)OC(C)(C)C)C(N[C@@H](C)C1=CC=C(C=C1)C1=C(N=CS1)C)=O